N1[C@H](CC1)C(=O)N1CCN(CC1)C=1C=2N(C=C(C1)S(=O)(=O)NC1(CC1)C#N)C(=NC2)C=2SC(=NN2)C(F)(F)F (R)-8-(4-(azetidine-2-carbonyl)piperazin-1-yl)-N-(1-cyanocyclopropyl)-3-(5-(trifluoromethyl)-1,3,4-thiadiazol-2-yl)imidazo[1,5-a]pyridine-6-sulfonamide